hexyl 2-oxocyclopentane-1-carboxylate O=C1C(CCC1)C(=O)OCCCCCC